O[C@H]1[C@@H](O[C@@H]([C@@H]([C@@H]1N1N=NC(=C1)C1=CC(=C(C(=C1)F)F)F)O)CO)S[C@H](C(=O)N(C)C)C(C)(C)O (S)-2-(((2S,3R,4S,5R,6R)-3,5-Dihydroxy-6-(hydroxymethyl)-4-(4-(3,4,5-trifluorophenyl)-1H-1,2,3-triazol-1-yl)tetrahydro-2H-pyran-2-yl)thio)-3-hydroxy-N,N,3-trimethylbutanamid